6-(2-acryloylphenyl)-2-(3-fluoro-4-(trifluoromethyl)benzyl)-1-oxo-3-(2,2,2-trifluoroethyl)-1,2,3,4-tetrahydroisoquinoline-4-carboxylic acid C(C=C)(=O)C1=C(C=CC=C1)C=1C=C2C(C(N(C(C2=CC1)=O)CC1=CC(=C(C=C1)C(F)(F)F)F)CC(F)(F)F)C(=O)O